tert-Butyl 7-((5-(difluoromethyl)-6-vinylpyridin-2-yl)oxy)-2-azaspiro[3.5]nonane-2-carboxylate FC(C=1C=CC(=NC1C=C)OC1CCC2(CN(C2)C(=O)OC(C)(C)C)CC1)F